coumaroyl-CoA CC(C)(COP(=O)(O)OP(=O)(O)OCC1C(C(C(O1)N2C=NC3=C(N=CN=C32)N)O)OP(=O)(O)O)C(C(=O)NCCC(=O)NCCSC(=O)/C=C/C4=CC=C(C=C4)O)O